N1=C(N=CC=C1)CSC=1SC2=C(N1)C=CC=C2 2-((pyrimidin-2-ylmethyl)thio)benzo[d]thiazole